FC=1C(=C(C=2N(C1)C=CN2)C2=C(C=C(C=C2OC)CCC)OC)C 6-Fluoro-8-(2,6-dimethoxy-4-propylphenyl)-7-methylimidazo[1,2-a]pyridine